5-(4,6-difluoro-1H-indole-2-carbonyl)-N-(2-hydroxyethyl)-N-methyl-4H,5H,6H,7H-[1,2]oxazolo[4,5-c]pyridine-3-carboxamide FC1=C2C=C(NC2=CC(=C1)F)C(=O)N1CC2=C(CC1)ON=C2C(=O)N(C)CCO